(R or S)-3-hydroxybutyric acid O[C@@H](CC(=O)O)C |o1:1|